C(C)(=O)OCC(=O)COC(C)=O glycerone diacetate